(6-(3-(Difluoromethyl)-4-fluorophenyl)-1H-pyrazolo[4,3-b]pyridin-1-yl)acetic acid FC(C=1C=C(C=CC1F)C=1C=C2C(=NC1)C=NN2CC(=O)O)F